2-((3-(4-bromophenyl)-8-cyclopentyl-1,4,8-triazaspiro[4.5]deca-1,3-dien-2-yl)thio)-N-(quinolin-3-yl)acetamide BrC1=CC=C(C=C1)C=1C(=NC2(N1)CCN(CC2)C2CCCC2)SCC(=O)NC=2C=NC1=CC=CC=C1C2